C(C1=CC=CC=C1)OC(=O)N1C[C@H](CC1)C1CCN(CC1)C(=O)OC(C)(C)C tert-butyl 4-[(3R)-1-benzyloxycarbonylpyrrolidin-3-yl]piperidine-1-carboxylate